6-carbamoyl-7-(2-methoxyethoxy)quinolin C(N)(=O)C=1C=C2C=CC=NC2=CC1OCCOC